C(CCC)C(C(=O)OCCCCN(CCCCOC(C(CCCCCC)CCCC)=O)CCN1CCN(CC1)CCN(CCCCOC(C(CCCCCC)CCCC)=O)CCN(CCCCOC(C(CCCCCC)CCCC)=O)CCCCOC(C(CCCCCC)CCCC)=O)CCCCCC ((2-(4-(2-((2-(bis(4-((2-butyloctanoyl)oxy)butyl)amino)ethyl)(4-((2-butyloctanoyl)oxy)butyl)amino)ethyl)piperazin-1-yl)ethyl)azanediyl)bis(butane-4,1-diyl) bis(2-butyloctanoate)